CN(C(=O)[C@H]1CN(CC[C@@H]1NC(=O)C1=NOC(=C1)C1=C(C=C(C=C1)F)F)CC1CC1)CCC1=CC=CC=C1 (3S,4S)-1-cyclopropylmethyl-4-{[5-(2,4-difluoro-phenyl)-isoxazole-3-carbonyl]-amino}-piperidine-3-carboxylic acid methyl-phenethyl-amide